1-(4-benzimidazol-1-yl-phenyl)-3-[5-tert-butyl-2-(4-trifluoromethoxy-phenyl)-2H-pyrazol-3-yl]-urea N1(C=NC2=C1C=CC=C2)C2=CC=C(C=C2)NC(=O)NC=2N(N=C(C2)C(C)(C)C)C2=CC=C(C=C2)OC(F)(F)F